(R)-1'-(6-amino-5-((2-chloro-3-(oxazol-2-yl)phenyl)sulfanyl)-3-fluoropyrazin-2-yl)-3H-spiro[benzofuran-2,4'-piperidine]-3-amine NC1=C(N=C(C(=N1)N1CCC2(CC1)OC1=C([C@H]2N)C=CC=C1)F)SC1=C(C(=CC=C1)C=1OC=CN1)Cl